OCCCC(=O)[O-].[Mg+2].OCCCC(=O)[O-] (1R)-magnesium gamma-hydroxybutyrate